C(C)(C)(C)OC(=O)N(CCN)C N-(tert-butoxycarbonyl)-N-methyl-1,2-ethylenediamine